C1(=CC=CC=C1)C1(C=CC2=C(O1)C=1C=C(C(=CC1C1=C2C(C2=CC=CC=C21)(C)C)N2CCN(CC2)C(NCCOC(C(=C)C)=O)=O)OC)C2=CC=C(C=C2)N2CCOCC2 3-phenyl-3-(4-morpholinophenyl)-6-methoxy-7-(4-(2-methacryloxyethyl)carbamylpiperazin-1-yl)-13,13-dimethyl-3H,13H-indeno[2',3':3,4]naphtho[1,2-b]pyran